dimethylphenyl-(4-methylbenzyl)ammonium hexafluoroantimonate F[Sb-](F)(F)(F)(F)F.C[N+](CC1=CC=C(C=C1)C)(C1=CC=CC=C1)C